CC1OCC(C(OC1)=O)C 2,6-Dimethyl-1,4-dioxepan-5-on